ClC1=CC=C(C(=N1)N1N=C(C=C1C)OC)C(=O)OC methyl 6-chloro-2-(3-methoxy-5-methyl-pyrazol-1-yl)pyridine-3-carboxylate